(S)-4-(3-((R)-1-(4-amino-3-methyl-1H-pyrazolo[3,4-d]pyrimidin-1-yl)ethyl)-5-chloro-2-ethoxy-6-fluorophenyl)pyrrolidin-2-one NC1=C2C(=NC=N1)N(N=C2C)[C@H](C)C=2C(=C(C(=C(C2)Cl)F)[C@@H]2CC(NC2)=O)OCC